OC1=C(C=CC(=C1)N(CC)CC)C1(OC(=O)C2=CC=CC=C12)C1=C(C=CC(=C1)C)OC 3-(2'-hydroxy-4-diethylaminophenyl)-3-(2'-methoxy-5'-methylphenyl)phthalide